6-chloro-N-cyclopentyl-4-(3-methoxy-1-(4-methyl-4H-1,2,4-triazol-3-yl)cyclobutyl)pyridine ClC1=CC(=CCN1C1CCCC1)C1(CC(C1)OC)C1=NN=CN1C